Cl.NC\C=C(\CN1C(=NC2=C1C=C(C=C2C2=CC(=CC=C2)S(NC)(=O)=O)C(=O)OC)C)/F Methyl (Z)-1-(4-amino-2-fluorobut-2-en-1-yl)-2-methyl-4-(3-(N-methylsulfamoyl)phenyl)-1H-benzo[d]imidazole-6-carboxylate hydrochloride